(4-phenyl-6-(phenylamino)-1,3,5-triazin-2-yl)-1H-pyrazole-5-carboxamide C1(=CC=CC=C1)C1=NC(=NC(=N1)NC1=CC=CC=C1)N1N=CC=C1C(=O)N